7-ethynyl-1-tetrahydropyran-2-yl-indazole Dipotassium carbonate C([O-])([O-])=O.[K+].[K+].C(#C)C=1C=CC=C2C=NN(C12)C1OCCCC1